(3-bromobenzoylaminomethyl)-16alpha-allyl-16beta-hydroxy-androst-5-en-3beta-ol BrC=1C=C(C(=O)NCC[C@@]23C[C@](C[C@H]2[C@@H]2CC=C4C[C@H](CC[C@]4(C)[C@H]2CC3)O)(O)CC=C)C=CC1